1-(4-(2-((tert-butyldimethylsilyl)oxy)ethoxy)-2-chloropyridin-3-yl)-7-chloro-6-fluoropyrido[2,3-d]pyrimidine-2,4(1H,3H)-dione [Si](C)(C)(C(C)(C)C)OCCOC1=C(C(=NC=C1)Cl)N1C(NC(C2=C1N=C(C(=C2)F)Cl)=O)=O